C(C)(C)C1(SC=C(N1)C)CCCCCCCC(=O)O 2-isopropyl-4-methylthiazoleoctanoic acid